3-(5-(difluoromethoxy)-2-fluorophenyl)-N-(1-(dimethylamino)-2-methylpropan-2-yl)-1-isopropyl-1H-pyrazolo[4,3-b]pyridine-6-carboxamide FC(OC=1C=CC(=C(C1)C1=NN(C=2C1=NC=C(C2)C(=O)NC(CN(C)C)(C)C)C(C)C)F)F